N1(CCC1)C(=O)OC1=C(C=C(C=C1)C1=C(N(C=2N=CN=C(C21)N)C)C2=CC=C(C=C2)NC(C(=C)C2CC2)=O)F 4-(4-amino-6-(4-(2-cyclopropylacrylamido)phenyl)-7-methyl-7H-pyrrolo[2,3-d]pyrimidin-5-yl)-2-fluorophenyl azetidine-1-carboxylate